COC1=CC=C(CN(C(=O)OCCOCCOC2=CC=CC=N2)CC2=CC=C(C=C2)OC)C=C1 6-[bis(4-methoxybenzyl)aminocarbonyloxyethoxyethoxy]pyridine